benzoyl-methyl-cetyl-ammonium chloride [Cl-].C(C1=CC=CC=C1)(=O)[NH+](CCCCCCCCCCCCCCCC)C